1,5-Diacetyl-2,4-dioxohexahydro-1,3,5-triazin C(C)(=O)N1C(NC(N(C1)C(C)=O)=O)=O